(3S)-3-[1-oxo-5-(piperidin-4-yl)-3H-isoindol-2-yl]piperidine-2,6-dione [(1R)-7,7-dimethyl-2-oxobicyclo[2.2.1]heptan-1-yl]methanesulfonic acid salt CC1([C@]2(C(CC1CC2)=O)CS(=O)(=O)O)C.O=C2N(CC1=CC(=CC=C21)C2CCNCC2)[C@@H]2C(NC(CC2)=O)=O